5-fluoro-9-hydrazino-8-(4-fluorophenyl)-8,9-dihydro-2H-pyrido[4,3,2-de]Phthalazin-3-one-7-carboxylic acid tert-butyl ester C(C)(C)(C)OC(=O)N1C(C(C2=NNC(C=3C=C(C=C1C23)F)=O)NN)C2=CC=C(C=C2)F